N-benzyl-3-oxopiperidine-4-carboxylic acid ethyl ester hydrochloride Cl.C(C)OC(=O)C1C(CN(CC1)CC1=CC=CC=C1)=O